COC1(CC=C(C=C1)C#CS(=O)(=O)C1=CC=C(C=C1)C(F)(F)F)C1=CC=CC=C1C=C([C@H](O)[C@@H](O)[C@H](O)CO)O 1-methoxy-4-(((4-(trifluoromethyl)phenyl)sulfonyl)ethynyl)benzenebenzylidenxylitol